Cl.Cl.Cl.N[C@H](C(=O)OC)CCN(CCCCC1=NC=2NCCCC2C=C1)C1CC1 methyl (2S)-2-amino-4-(cyclopropyl-(4-(5,6,7,8-tetrahydro-1,8-naphthyridin-2-yl)butyl)amino)butanoate trihydrochloride